3-(2-chloro-4-fluoro-5-(3-methyl-2,6-dioxo-4-trifluoromethyl-3,6-dihydropyrimidin-1(2H)-yl)-phenyl)-5-methyl-4,5-dihydroisoxazole-5-carboxylic acid ClC1=C(C=C(C(=C1)F)N1C(N(C(=CC1=O)C(F)(F)F)C)=O)C1=NOC(C1)(C(=O)O)C